4-[4-(2-aminoethyl)phenyl]-3-[6-(cyclobutylmethoxy)-2-methylpyrimidin-4-yl]oxybenzonitrile NCCC1=CC=C(C=C1)C1=C(C=C(C#N)C=C1)OC1=NC(=NC(=C1)OCC1CCC1)C